BrCC(=O)[C@@H]1N(C[C@H](CC1)NC(COC1=CC(=C(C=C1)Cl)F)=O)C(=O)OC(C)(C)C tert-butyl (2R,5S)-2-(2-bromoacetyl)-5-[[2-(4-chloro-3-fluorophenoxy)acetyl]amino]piperidine-1-carboxylate